1-(5-((4-(5-ethylpyrimidin-2-yl)piperidin-1-yl)methyl)-1-oxoisoindolin-2-yl)dihydropyrimidine-2,4(1H,3H)-dione C(C)C=1C=NC(=NC1)C1CCN(CC1)CC=1C=C2CN(C(C2=CC1)=O)N1C(NC(CC1)=O)=O